(S)-3-(1-(3-(ethoxymethyl)-3-(2-(5-fluoropyridin-2-yl)ethyl)pyrrolidin-1-yl)cyclopropyl)-5,6,7,8-tetrahydroquinoline C(C)OC[C@@]1(CN(CC1)C1(CC1)C=1C=NC=2CCCCC2C1)CCC1=NC=C(C=C1)F